(S)-3-((7-cyano-5-(methylsulfonyl)-2,6-naphthyridin-3-yl)amino)piperidine-1-carboxylic acid tert-butyl ester C(C)(C)(C)OC(=O)N1C[C@H](CCC1)NC=1N=CC2=CC(=NC(=C2C1)S(=O)(=O)C)C#N